CC=1C=C(C=C2NC(C=3N(C12)C=CC3)=O)C(=O)OC methyl 9-methyl-4-oxo-4,5-dihydropyrrolo[1,2-a]quinoxaline-7-carboxylate